Cl.Cl.C[C@H]1CN(C[C@H](N1)C)C1=CC=C(N=N1)C1=NC=C(C=C1O)C1=CC2=CN(N=C2C(=C1)F)C 2-{6-[(3S,5R)-3,5-dimethylpiperazin-1-yl]pyridazin-3-yl}-5-(7-fluoro-2-methyl-2H-indazol-5-yl)pyridin-3-ol dihydrochloride